10,11-dihydro-5H-5,10-epiminodibenzo[a,d][7]annulene hydrochloride Cl.C1=CC=CC=2C3C4=C(C(CC21)N3)C=CC=C4